CC(C#N)(C)C1=NC=C(C=C1)NCC#CC=1N(C2=CC=CC(=C2C1)NC1CCN(CC1)C)CCC(F)(F)F 2-methyl-2-{5-[(3-{4-[(1-methylpiperidin-4-yl)amino]-1-(3,3,3-trifluoropropyl)-1H-indol-2-yl}prop-2-yn-1-yl)amino]pyridin-2-yl}propanenitrile